1-(5-amino-4-cyclopropylisoindolin-2-yl)-2,2,2-trifluoroethan-1-one NC=1C(=C2CN(CC2=CC1)C(C(F)(F)F)=O)C1CC1